5-(4-((8-fluoro-2-methyl-3-oxo-3,4-dihydroquinoxalin-6-yl)methyl)piperazin-1-yl)-6-methoxy-N-methylpicolinamide FC=1C=C(C=C2NC(C(=NC12)C)=O)CN1CCN(CC1)C=1C=CC(=NC1OC)C(=O)NC